3,5-dimethyladamantanamine CC12CC3(CC(CC(C1)(C3)C)C2)N